C1(=CC=CC=C1)C1=C2C(=C(C(=C(C2=C(C=2C(=C(C(=C(C12)[2H])[2H])[2H])[2H])[2H])[2H])[2H])[2H])C1=C(C=CC=C1)C1=C(C(=CC=2C3=CC=CC=C3CC12)C)C phenyl-[(dimethylfluorenyl)phenyl]anthracene-d8